2-(3-chlorobenzyl)cyclopentyl((S)-1-(((S)-4-(cyclopropylamino)-3,4-dioxo-1-((S)-2-oxopyrrolidin-3-yl)butan-2-yl)amino)-1-oxo-3-phenylpropan-2-yl)carbamate ClC=1C=C(CC2C(CCC2)N(C([O-])=O)[C@H](C(=O)N[C@@H](C[C@H]2C(NCC2)=O)C(C(=O)NC2CC2)=O)CC2=CC=CC=C2)C=CC1